F[C@@H]1CN(CC1)CC1=CC(=NC(=N1)C(F)(F)F)C(=O)OC methyl 6-{[(3S)-3-fluoropyrrolidin-1-yl]methyl}-2-(trifluoromethyl)pyrimidine-4-carboxylate